6-chloro-4-((4-cyclopropyl-2-(N-methylmethanesulfonamido)phenyl)amino)-N-methoxynicotinamide ClC1=NC=C(C(=O)NOC)C(=C1)NC1=C(C=C(C=C1)C1CC1)N(S(=O)(=O)C)C